tert-butyl 3-(5-amino-6-methylpyridin-2-yl)-5,6-difluoroindole-1-carboxylate NC=1C=CC(=NC1C)C1=CN(C2=CC(=C(C=C12)F)F)C(=O)OC(C)(C)C